C1(CCC1)CC1=NC=C(C(=N1)OC1=CC=CC=C1)C(=O)N[C@@H](C)\C=C\S(=O)(=O)C (S,E)-2-(cyclobutylmethyl)-N-(4-(methylsulfonyl)but-3-en-2-yl)-4-phenoxypyrimidine-5-carboxamide